C(CCCCCCCCCCCCCCCCCCCCC)(=O)SCCNC(CCNC([C@@H](C(COP(OP(OC[C@@H]1[C@H]([C@H]([C@@H](O1)N1C=NC=2C(N)=NC=NC12)O)OP(=O)(O)O)(=O)O)(=O)O)(C)C)O)=O)=O docosanoyl-CoA